C1(=CC=CC=C1)S(=O)(=O)OC=1C=C(C=CC1)NC(=O)NC1=CC(=CC=C1)OS(=O)(=O)C=1C=C(C)C=CC1 N-[3-(benzenesulfonyloxy)phenyl]-N'-[3-(m-toluenesulfonyloxy)phenyl]urea